azodiisoamyl cyanide N(=NC(CC(C)C)C#N)C(CC(C)C)C#N